COCCN1C=NC=C1C[S@](=O)C1=CC=C(N)C=C1 (S)-4-{[(1-(2-methoxyethyl)-1H-imidazol-5-yl)methyl]sulfinyl}aniline